3-[tert-butyl(diphenyl)silyl]oxy-2-methyl-propan-1-ol [Si](C1=CC=CC=C1)(C1=CC=CC=C1)(C(C)(C)C)OCC(CO)C